BrC=1C(=NC(=CC1)Cl)S(=O)(=O)NC(C)(C)C 3-bromo-N-tert-butyl-6-chloro-pyridine-2-sulfonamide